N,N-dimethyl-N-hydroxyethylammonium bromide [Br-].C[NH+](CCO)C